4-(4-trifluoromethoxyphenyl)piperidine-4-carbonitrile FC(OC1=CC=C(C=C1)C1(CCNCC1)C#N)(F)F